[4-{1-(dibenzofuran-3-yl)naphthalene-2-yl}phenyl]-([1,1':4',1'']terphenyl-4-yl)-phenylamine C1=CC(=CC=2OC3=C(C21)C=CC=C3)C3=C(C=CC2=CC=CC=C32)C3=CC=C(C=C3)N(C3=CC=CC=C3)C3=CC=C(C=C3)C3=CC=C(C=C3)C3=CC=CC=C3